C=CC=CCCCCCCCCC(CCCCC)C(OC)OC(C(CCCCCCCCC=CC=C)CCCCC)OC 13-octadecadienylmethoxymethyl ether